C(C1=CC=CC=C1)N1C[C@H](OC2(COC2)C1)CO [(6S)-8-benzyl-2,5-dioxa-8-azaspiro[3.5]nonan-6-yl]methanol